ClC=1C=CC(=C(C1)C1=CC(N(C=C1OC)C(CC)C=1N=NN(C1)C1=CC=C(C(=O)O)C=C1)=O)N1N=NC(=C1)Cl 4-(4-(1-(4-(5-Chloro-2-(4-chloro-1H-1,2,3-triazol-1-yl)phenyl)-5-methoxy-2-oxopyridin-1(2H)-yl)propyl)-1H-1,2,3-triazol-1-yl)benzoic acid